(E)-3-(1-(azetidin-1-yl)naphthalen-2-yl)-2-cyano-N-(2,3-dihydroxypropyl)acrylamide N1(CCC1)C1=C(C=CC2=CC=CC=C12)/C=C(/C(=O)NCC(CO)O)\C#N